7'-(4-(Morpholine-4-carbonyl)phenyl)-2'-oxo-1',4'-dihydro-2'H-spiro[pyrrolidine-3,3'-quinoline]-1-carbonitrile N1(CCOCC1)C(=O)C1=CC=C(C=C1)C1=CC=C2CC3(C(NC2=C1)=O)CN(CC3)C#N